1,1,2,2,4,5,5,7,8,8-decafluoro-4-trifluoromethyl-3,6-dioxa-7-octenephosphonic acid dimethyl ester COP(OC)(=O)C(C(OC(C(OC(=C(F)F)F)(F)F)(C(F)(F)F)F)(F)F)(F)F